ethyl 4-[2-(4-fluoro-2,6-dimethylphenoxy)-5-methanesulfonylphenyl]-6-methyl-7-oxo-1H-pyrrolo[2,3-c]pyridine-2-carboxylate FC1=CC(=C(OC2=C(C=C(C=C2)S(=O)(=O)C)C=2C3=C(C(N(C2)C)=O)NC(=C3)C(=O)OCC)C(=C1)C)C